CC1=CC=C(C=C1)S(=O)(=O)O[C@H]1COCC1 (R)-tetrahydrofuran-3-yl (R)-4-methylbenzenesulfonate